COC1=C(N)C=C(C=C1)[N+](=O)[O-] 2-methoxy-5-nitroaniline